ethyl 2-[1-(1,3-thiazol-2-yl)-1H-pyrazol-3-yl]acetate S1C(=NC=C1)N1N=C(C=C1)CC(=O)OCC